N-(2-fluoro-6-(phenylselanyl)phenethyl)picolinamide FC1=C(CCNC(C2=NC=CC=C2)=O)C(=CC=C1)[Se]C1=CC=CC=C1